S1C=NC2=C1C=CC=C2C2CC(C2)N(C([O-])=O)CC=2C=C1C(N(CC1=CC2)[C@@H]2C(NC(CC2)=O)=O)=O (1s,3s)-3-(Benzo[d]thiazol-4-yl)cyclobutyl((2-(2,6-dioxopiperidin-3-yl)-3-oxoisoindolin-5-yl)methyl)carbamate